BrC=1C=CC(=C(OC[C@H]2N(CCC2)C(CN(C(CP(OCC)(OCC)=O)=O)C)=O)C1)C(N[C@H](CO)CO[Si](C(C)C)(C(C)C)C(C)C)=O Diethyl (2-((2-((S)-2-((5-bromo-2-(((R)-1-hydroxy-3-((triisopropylsilyl)-oxy)propan-2-yl)carbamoyl)phenoxy)methyl)pyrrolidin-1-yl)-2-oxoethyl)(methyl)amino)-2-oxoethyl)phosphonate